CS(=O)(=O)C=1C=C(C=CC1)[C@@H](C)NC(=O)C1=NN(C(C=C1)=O)C1=CC=CC=C1 N-[(1R)-1-(3-methylsulfonylphenyl)ethyl]-6-oxo-1-phenyl-pyridazine-3-carboxamide